ClC=1C=C(C=CC1F)NC(=O)C=1NS(N=C(C1)C=1SC=CN1)(=O)=O N-(3-chloro-4-fluorophenyl)-5-(thiazol-2-yl)-2H-1,2,6-thiadiazine-3-carboxamide 1,1-dioxide